(R)-6-fluoro-5-(1-(2-fluorophenyl)ethyl)-3-(((2-methoxynaphthalen-1-yl)methyl)amino)-4H-benzo[e][1,2,4]thiadiazine 1,1-dioxide FC=1C=CC2=C(NC(=NS2(=O)=O)NCC2=C(C=CC3=CC=CC=C23)OC)C1[C@H](C)C1=C(C=CC=C1)F